3-(7-chloro-3-cycloheptyl-2-oxo-5-phenyl-2,3-dihydro-1H-benzo[e][1,4]diazepin-1-yl)propionic acid ethyl ester C(C)OC(CCN1C(C(N=C(C2=C1C=CC(=C2)Cl)C2=CC=CC=C2)C2CCCCCC2)=O)=O